BrC=1C=CC(=[N+](C1)[O-])C1CCOCC1 5-bromo-2-(tetrahydro-2H-pyran-4-yl)pyridine 1-oxide